FC1=C(CN2C(C3=NC=CC=C3C2=O)([2H])[2H])C=CC(=C1)C=1C2=CN(N=C2C=C(C1)F)C 6-(2-fluoro-4-(6-fluoro-2-methyl-2H-indazol-4-yl)benzyl)-6,7-dihydro-5H-pyrrolo[3,4-b]pyridin-5-one-7,7-d2